ClC=1C=C(C=C(C1)C#N)C(C)(C)C1=CC=C(OCC2=NC(=NC=C2)N2CCC(CC2)CN2CCN(CC2)C(=O)OC(C)(C)C)C=C1 tert-butyl 4-((1-(4-((4-(2-(3-chloro-5-cyanophenyl)propan-2-yl)phenoxy)methyl)pyrimidin-2-yl)piperidin-4-yl) methyl)piperazine-1-carboxylate